bis(glycidoxy)biphenyl Sulfur vanadium aluminum [Al].[V].[S].C(C1CO1)OC1=CC=C(C=C1)C1=CC=C(C=C1)OCC1CO1